1,1'-(2,2'-dimethyl[1,1'-biphenyl]-4,4'-diyl)bis{1-amino-4-[(E)-diazenyl]naphthalene-2-sulfonic acid} CC1=C(C=CC(=C1)C1(C(C=C(C2=CC=CC=C12)\N=N\[H])S(=O)(=O)O)N)C1=C(C=C(C=C1)C1(C(C=C(C2=CC=CC=C12)\N=N\[H])S(=O)(=O)O)N)C